2-[2-Fluoro-5-(hydroxymethyl)phenyl]-N-[(3S)-9-fluoro-2-oxo-5-phenyl-1,3-dihydro-1,4-benzodiazepin-3-yl]pyrazolo[1,5-a]pyrimidine-3-carboxamide FC1=C(C=C(C=C1)CO)C1=NN2C(N=CC=C2)=C1C(=O)N[C@@H]1C(NC2=C(C(=N1)C1=CC=CC=C1)C=CC=C2F)=O